(S)-9-(2-chloro-4-(5-fluoro-2-methoxyphenoxy)benzoyl)-2-(methoxymethyl)-2-methyl-1,2,4,7-tetrahydro-3H-pyrrolo[3',2':5,6]pyrido[3,4-b]pyrazin-3-one ClC1=C(C(=O)C2=CNC3=C2C2=C(NC([C@](N2)(C)COC)=O)C=N3)C=CC(=C1)OC1=C(C=CC(=C1)F)OC